N1(CCCCC1)CC1=C(N=C(S1)NC1=NC=CC(=C1)C(F)(F)F)C1=NC=CC=C1 (piperidin-1-ylmethyl)-4-(pyridin-2-yl)-N-(4-(trifluoromethyl)pyridin-2-yl)thiazol-2-amine